FC(OC=1C=C(C=NC1)C1=NN(C(=N1)C1[C@H]2CC(C[C@@H]12)O)C(C)C)F (1r,5s,6r)-6-(3-(5-(difluoromethoxy)pyridin-3-yl)-1-isopropyl-1H-1,2,4-triazol-5-yl)bicyclo[3.1.0]hexane-3-ol